ClC=1C=C(C=CC1N1CCOCC1)NC1=NC=CC(=N1)NC1=CN=NC2=C(C=CC=C12)C N2-(3-chloro-4-morpholinylphenyl)-N4-(8-methylcinnolin-4-yl)-pyrimidine-2,4-diamine